(5S)-2-[1-ethyl-3-(trifluoromethyl)-1H-pyrazole-5-carbonyl]-9,9-dimethyl-8-oxo-2-azaspiro[4.5]dec-6-ene-7-carbonitrile C(C)N1N=C(C=C1C(=O)N1C[C@@]2(CC1)C=C(C(C(C2)(C)C)=O)C#N)C(F)(F)F